1-((R)-1-(4-(8-(but-3-en-1-yloxy)imidazo[1,2-b]pyridazin-6-yl)-5-methoxypyridin-2-yl)ethyl)-1-ethyl-3-((S)-7,7,7-trifluorohept-1-en-4-yl)urea C(CC=C)OC=1C=2N(N=C(C1)C1=CC(=NC=C1OC)[C@@H](C)N(C(=O)N[C@H](CC=C)CCC(F)(F)F)CC)C=CN2